N1C(=NC2=C1C=CC=C2)C2(NC(=CC(=N2)NCCN(CC)CC)C)N 2-(1H-benzo[d]imidazol-2-yl)-N4-(2-(diethylamino)ethyl)-6-methylpyrimidine-2,4-diamine